N-(6-chloropyridin-3-yl)-6-((methyl(1H-pyrazol-4-yl)amino)methyl)isoquinolin-1-amine ClC1=CC=C(C=N1)NC1=NC=CC2=CC(=CC=C12)CN(C=1C=NNC1)C